ClC=1C(=C2C=NNC2=C(C1F)CC#C)C=1N=CC=2N(C1)C=C(N2)NC(=O)C2C(C2)F N-(6-(5-chloro-6-fluoro-7-(prop-2-yn-1-yl)-1H-indazol-4-yl)imidazo[1,2-a]pyrazin-2-yl)-2-fluorocyclopropane-1-carboxamide